FC(C)(F)C=1C(=C(C=CC1)[C@@H](C#C)NC=1C=2C(N=C(N1)C)=CC(N(C2)C2(CC2)C#N)=O)F (R)-1-(4-((1-(3-(1,1-difluoroethyl)-2-fluorophenyl)prop-2-yn-1-yl)amino)-2-methyl-7-oxopyrido[4,3-d]pyrimidin-6(7H)-yl)cyclopropane-1-carbonitrile